[Br-].C(=C)N1CN(C=C1)CC1=CC=CC=C1 1-vinyl-3-benzyl-imidazole bromide salt